[(2S,6R)-4-isopropyl-6-(6-oxo-1H-purin-9-yl)-2-(triisopropylsilyloxymethyl)morpholin-2-yl]methyl benzoate C(C1=CC=CC=C1)(=O)OC[C@@]1(CN(C[C@@H](O1)N1C=2N=CNC(C2N=C1)=O)C(C)C)CO[Si](C(C)C)(C(C)C)C(C)C